C(CC(C)C)C1=C(C2=C(N(C(=N2)OC)C(=O)N)C=C1)N1CCN(CC1)C iso-Pentyl-2-methoxy-4-(4-methylpiperazin-1-yl)-1H-benzo[d]imidazole-1-carboxamide